1,2,3,4-tetrahydroquinolin-3-ol N1CC(CC2=CC=CC=C12)O